6-(3-methyl-1H-pyrazol-4-yl)-1-oxoisoquinolin CC1=NNC=C1C=1C=C2C=CNC(C2=CC1)=O